OC=1C=C2C(N(C=NC2=CC1)C=1C=NC(=NC1)C1(CC1)N1CCN(CC1)C(=O)OC(C)(C)C)=O tert-butyl 4-{1-[5-(6-hydroxy-4-oxoquinazolin-3-yl)pyrimidin-2-yl]cyclopropyl}piperazine-1-carboxylate